FC(C1=NC=CC=C1C(=O)NC1=C2[C@H](CC(C2=CC=C1)(C)C)CC)F 2-(difluoro-methyl)-N-[(3S)-3-ethyl-1,1-dimethyl-indan-4-yl]pyridine-3-carboxamide